2-((4-(3-Amino-7-(3,3-dimethylbut-1-yn-1-yl)-1H-indazol-5-yl)pyridin-2-yl)amino)ethan-1-ol NC1=NNC2=C(C=C(C=C12)C1=CC(=NC=C1)NCCO)C#CC(C)(C)C